(7S,13R)-11-fluoro-7,13-dimethyl-6,7,13,14-tetrahydro-1,15-ethenopyrazolo[4,3-f][1,4,8,10]benzoxatriazacyclotridecin FC=1C=CC2=C([C@H](NC3=NC4=C(C=NC[C@@H](O2)C)C=NN4C=C3)C)C1